C1(C(CCCC1)C(=O)[O-])C(=O)[O-].[Sr+2].BrC1=CC(=NC=C1)C(C)(C)O 2-(4-Bromopyridin-2-yl)propan-2-ol strontium cyclohexane-1,2-dicarboxylate